FC1=C(C=CC(=C1)F)C1=CC(=C(C=C1)OC)NC1=NC=NC2=CC(=C(C=C12)NC(\C=C\CN1CCOCC1)=O)OC (E)-N-(4-((2',4'-difluoro-4-methoxy-[1,1'-biphenyl]-3-yl)amino)-7-methoxy-quinazolin-6-yl)-4-morpholinobut-2-enamide